(S)-2-(4-fluoro-3,5-dimethylbenzyl)-N-hydroxy-6-(((R)-1-(5-(trifluoromethyl)pyridin-2-yl)ethyl)amino)hexanamide FC1=C(C=C(C[C@@H](C(=O)NO)CCCCN[C@H](C)C2=NC=C(C=C2)C(F)(F)F)C=C1C)C